fluoren-9-ylmethyl N-(azetidin-3-ylmethyl)-N-[(2S,3R,4R,5R)-2,3,4,5,6-pentahydroxyhexyl]Carbamate hydrochloride Cl.N1CC(C1)CN(C(OCC1C2=CC=CC=C2C=2C=CC=CC12)=O)C[C@@H]([C@H]([C@@H]([C@@H](CO)O)O)O)O